vinyl 4-hydroxybutyl ether OCCCCOC=C